(R)-N-(8,9-difluoro-6-oxo-1,4,5,6-tetrahydro-2H-pyrano[3,4-c]isoquinolin-1-yl)-N,5-dimethyl-1H-indole-2-carboxamide FC=1C(=CC=2C3=C(NC(C2C1)=O)COC[C@@H]3N(C(=O)C=3NC1=CC=C(C=C1C3)C)C)F